C(C1=CC=CC=C1)SC=1C=NC(=NC1)OCC(C)(O)C 1-{[5-(benzylsulfanyl)pyrimidin-2-yl]oxy}-2-methylpropan-2-ol